FC1=C(C=C(C(=C1)F)CCN[C@@H]([C@H]1CNC2=C(N1)N=CC=C2)C2=CC=CC=C2)[C@H](C(=O)O)C |o1:28| (R or S)-2-(2,4-difluoro-5-(2-(((R)-phenyl((R)-1,2,3,4-tetrahydropyrido[2,3-b]pyrazin-3-yl)methyl)amino)ethyl)phenyl)propanoic acid